FC1(CCN(CC1)C(=O)C=1C=C2C=CC=C(C2=CC1)C=1C=C2C(=NC1)C(NC2)=O)F 3-(6-(4,4-difluoropiperidine-1-carbonyl)naphthalen-1-yl)-5,6-dihydro-7H-pyrrolo[3,4-b]pyridin-7-one